(S)-1-(2-methyl-4-(3-((5-(trifluoromethyl)pyridin-2-yl)oxy)benzyl)piperazine-1-carbonyl)-1H-pyrazole-3-carboxylic acid C[C@@H]1N(CCN(C1)CC1=CC(=CC=C1)OC1=NC=C(C=C1)C(F)(F)F)C(=O)N1N=C(C=C1)C(=O)O